5-(4-aminophenyl)-2-phenyl-2H-tetrazole NC1=CC=C(C=C1)C=1N=NN(N1)C1=CC=CC=C1